(1S,2S,4R,5R,6R,7S)-N-(3-fluoro-4-(trifluoromethoxy)phenyl)-7-(2-methylpyridin-4-yl)-8-oxatricyclo[3.2.1.02,4]octane-6-carboxamide FC=1C=C(C=CC1OC(F)(F)F)NC(=O)[C@H]1[C@H]2[C@@H]3C[C@@H]3[C@@H]([C@@H]1C1=CC(=NC=C1)C)O2